C(C1=CC=CC=C1)N1N=CC(=C1)C=1C(=CC(N(C1)C(F)F)=O)C1=CC=CC=C1 5-(1-benzyl-1H-pyrazol-4-yl)-1-(difluoromethyl)-4-phenylpyridin-2(1H)-one